8-chloro-1,1,1,2,2,3,3-heptafluorooctan-4-one ClCCCCC(C(C(C(F)(F)F)(F)F)(F)F)=O